ethyl 2-(2-bromothiazol-4-yl)acetate BrC=1SC=C(N1)CC(=O)OCC